((2R,3S,4R,5R)-3-acetoxy-5-(4-aminopyrrolo[2,1-f][1,2,4]triazin-7-yl)-5-cyano-4-hydroxytetrahydrofuran-2-yl)methyl 2-phenylacetate C1(=CC=CC=C1)CC(=O)OC[C@H]1O[C@@]([C@@H]([C@@H]1OC(C)=O)O)(C#N)C1=CC=C2C(=NC=NN21)N